triethylphenyl-ammonium citraconate C(\C(\C)=C/C(=O)[O-])(=O)[O-].C(C)[N+](C1=CC=CC=C1)(CC)CC.C(C)[N+](CC)(CC)C1=CC=CC=C1